NC=1C2=C(N(C(N1)=O)[C@@H]1COCCCC1)N=C(C=C2)C2CC2 (S)-4-amino-7-cyclopropyl-1-(oxepan-3-yl)pyrido[2,3-d]pyrimidin-2(1H)-one